FC1(CCC(CC1)C1=NC=CC(=C1NC(=O)N1CCC(CC1)OC)C1=C(C=CC=C1)F)F N-[2-(4,4-difluorocyclohexyl)-4-(2-fluorophenyl)-3-pyridyl]-4-methoxy-piperidine-1-carboxamide